C(#N)C=1C=C(OC[C@@H]2CC[C@H](CC2)C(=O)N2OCC[C@H]2C=2C=NC=C(C#N)C2)C=CC1F trans-5-((S)-2-(4-((3-cyano-4-fluorophenoxy)methyl)cyclohexane-1-carbonyl)isoxazolidin-3-yl)nicotinonitrile